ethyl-(isoquinolin) C(C)C1=NC=CC2=CC=CC=C12